C(C)O[C@H]1CC[C@H](CC1)NC=1N=CC2=C(N1)NC=C2C=2C=CC=1N(N2)C=CN1 N-(cis-4-ethoxycyclohexyl)-5-(imidazo[1,2-b]pyridazin-6-yl)-7H-pyrrolo[2,3-d]pyrimidin-2-amine